5-((3-(4-cyclopropyl-1,2,3,4-tetrahydroquinoxaline-1-carbonyl)pyridin-4-yl)oxy)benzofuran-3-carboxylic acid 2,2,2-trifluoroacetate FC(C(=O)O)(F)F.C1(CC1)N1CCN(C2=CC=CC=C12)C(=O)C=1C=NC=CC1OC=1C=CC2=C(C(=CO2)C(=O)O)C1